2-chloro-5-methyl-N1-(o-tolyl)benzene-1,3-diamine ClC1=C(C=C(C=C1N)C)NC1=C(C=CC=C1)C